COC1=C2C(=CNC2=CC=C1)CCNC(OC(C)(C)C)=O tert-butyl (2-(4-methoxy-1H-indol-3-yl)ethyl)carbamate